4-((4-(5-((2-methylpyridin-4-yl)amino)-1H-benzo[d]imidazol-2-yl)phenyl)amino)quinoline-6-carboxylic acid CC1=NC=CC(=C1)NC1=CC2=C(NC(=N2)C2=CC=C(C=C2)NC2=CC=NC3=CC=C(C=C23)C(=O)O)C=C1